ClC=1C=C(C=CC1CC(C)C)C1=NC(=NO1)C1=CC=C(CN2CCC(CC2)(C(=O)O)COC2CCCC2)C=C1 1-{4-[5-(3-Chloro-4-isobutyl-phenyl)-[1,2,4]-oxadiazol-3-yl]-benzyl}-4-cyclopentyloxymethyl-piperidine-4-carboxylic acid